4-(4-((5,7-dimethyl-1H-indol-4-yl)methyl)-1-ethylazepan-3-yl)benzoic acid CC=1C(=C2C=CNC2=C(C1)C)CC1C(CN(CCC1)CC)C1=CC=C(C(=O)O)C=C1